FC1=C(C(=O)O)C=CC(=C1)S(=O)(=O)C 2-fluoro-4-methylsulfonyl-benzoic acid